C(C)(=O)C=1C(=CC(=C(C1)NC(=O)NC1=CC=C(C=C1)C)OC)O 1-(5-acetyl-4-hydroxy-2-methoxyphenyl)-3-(p-tolyl)urea